5-(5-(3,3-Dimethyl-4-(methylsulfonyl)piperazin-1-yl)-1H-indazol-1-yl)-2,3-difluorophenol CC1(CN(CCN1S(=O)(=O)C)C=1C=C2C=NN(C2=CC1)C=1C=C(C(=C(C1)O)F)F)C